N-(3,3-difluorocyclobutyl)-5-(2-(neopentylamino)-7H-pyrrolo[2,3-d]pyrimidin-5-yl)pyrazolo[1,5-a]pyridine-3-carboxamide FC1(CC(C1)NC(=O)C=1C=NN2C1C=C(C=C2)C2=CNC=1N=C(N=CC12)NCC(C)(C)C)F